OCCOCCO di(hydroxyethyl) ether